4-chloro-7-ethoxy-1-isobutyl-1H-indazol ClC1=C2C=NN(C2=C(C=C1)OCC)CC(C)C